3-chloropropyl-sodium phosphate P(=O)(O)(O)O.ClCCC[Na]